tert-butyl 6-(4-(1,6-dimethyl-1H-indazol-7-yl)-3-methyl-7-(3-((phenylsulfonyl) methyl) oxetan-3-yl)-5,6,7,8-tetrahydro-1,7-naphthyridin-2-yl)-2,6-diazaspiro[3.4]octane-2-carboxylate CN1N=CC2=CC=C(C(=C12)C1=C(C(=NC=2CN(CCC12)C1(COC1)CS(=O)(=O)C1=CC=CC=C1)N1CC2(CN(C2)C(=O)OC(C)(C)C)CC1)C)C